spiro[cyclopropane-1,3'-indoline]-6'-sulfonamide N1CC2(C3=CC=C(C=C13)S(=O)(=O)N)CC2